2-(4-(pyrrolidin-1-yl)cyclohexyl)-4H-pyrrolo[3,2-d]thiazol N1(CCCC1)C1CCC(CC1)C=1SC2=C(N1)C=CN2